NC1=C(C(=NN1CC(F)(F)F)C1=C(C=C(C=C1)CNC(C1=C(C=CC(=C1)F)OC)=O)F)C(=O)N 5-amino-3-[2-fluoro-4-[[(5-fluoro-2-methoxy-benzoyl)amino]methyl]phenyl]-1-(2,2,2-trifluoroethyl)pyrazole-4-carboxamide